FC=1C=C(C=CC1F)[C@H]1[C@@H](CNCC1)C1=C(SC2=C1C=1N(CCO2)N=CC1)C(=O)N ((3R,4R)-4-(3,4-difluorophenyl)piperidin-3-yl)-5,6-dihydropyrazolo[1,5-d]thieno[3,2-f][1,4]oxazepine-2-carboxamide